C(C)[C@]1(C(OCC=2C(N3CC=4C(=NC=5C=C(C(=C6C5C4C(CC6)(CO)CO)C)F)C3=CC21)=O)=O)O (S)-9-Ethyl-5-fluoro-9-hydroxy-1,1-bis(hydroxymethyl)-4-methyl-2,3,12,15-tetrahydro-benzo[de]pyrano[3',4':6,7]indolizino[1,2-b]quinoline-10,13(1H,9H)-dione